(1S,3R)-1-methyl-3-(3-((6-((1-methylpiperidin-4-yl)oxy)pyrazin-2-yl)amino)-1H-pyrazol-5-yl)cyclopentan-1-ol C[C@]1(C[C@@H](CC1)C1=CC(=NN1)NC1=NC(=CN=C1)OC1CCN(CC1)C)O